C(CCCCCCC)C1(C2=CC=CC=C2C=2C=CC(=CC12)N(C1=CC=C(C=C1)B1OC(C(O1)(C)C)(C)C)C1=CC=C(C=C1)B1OC(C(O1)(C)C)(C)C)CCCCCCCC 9,9-Dioctyl-N,N-bis[4-(4,4,5,5-tetramethyl-1,3,2-dioxaborolan-2-yl)phenyl]-9H-fluorene-2-amine